3-(5-((3,8-diazabicyclo[3.2.1]octan-3-yl)methyl)-1-oxoisoindoline-2-yl)piperidine C12CN(CC(CC1)N2)CC=2C=C1CN(C(C1=CC2)=O)C2CNCCC2